Cl.C(C)OC1=C(C=C2CN(C(C2=C1)=O)CC1=CC(=CC=C1)OC)C(=O)NC[C@H]([C@H]1NCC2=CC=CC=C2C1)O 6-ethoxy-N-((R)-2-hydroxy-2-((S)-1,2,3,4-tetrahydroisoquinolin-3-yl)ethyl)-2-(3-methoxybenzyl)-1-oxoisoindoline-5-carboxamide hydrochloride